BrC1=CC=C(C(=N1)NC(=O)[C@H]1N(C[C@@H](C1)F)C(=O)OC(C)(C)C)Cl tert-Butyl (2S,4R)-2-((6-bromo-3-chloropyridin-2-yl)carbamoyl)-4-fluoropyrrolidine-1-carboxylate